BrC=1CCOC(C1)C1COC(C1)(C)C 4-bromo-6-(5,5-dimethyltetrahydrofuran-3-yl)-3,6-dihydro-2H-pyran